tert-Butyl 3-(2,4-bis((tert-butyldimethylsilyl)oxy)phenyl)propionate [Si](C)(C)(C(C)(C)C)OC1=C(C=CC(=C1)O[Si](C)(C)C(C)(C)C)CCC(=O)OC(C)(C)C